(5S,7S)-7-fluoro-5-phenyl-2-[(R)-1-fluoro-1-methyl-propyl]-6,7-dihydro-5H-pyrrolo[1,2-b][1,2,4]triazole F[C@H]1C[C@H](N2N=C(N=C21)[C@](CC)(C)F)C2=CC=CC=C2